C(CCCCC)N1C=[N+](C=C1)C1=C(C=CC=C1C(C)C)C(C)C 1-hexyl-3-(2,6-diisopropylphenyl)imidazolium